FC1=CC=C(C(=O)NC2CCN(CC2)C2=NC(=NC(=C2)C)C=2C=NC(=CC2)C(F)(F)F)C=C1 4-Fluoro-N-(1-(6-methyl-2-(6-(trifluoromethyl)pyridin-3-yl)pyrimidin-4-yl)piperidin-4-yl)benzamide